ClC=1C=C2C(=CC(=CC2=CC1)O)B1OC(C(O1)(C)C)(C)C 6-chloro-4-(4,4,5,5-tetramethyl-1,3,2-dioxaborolan-2-yl)naphthalen-2-ol